N-((1H-benzo[d]imidazol-6-yl)methyl)-N-(3-methoxybenzyl)-2-((4-methylpiperazin-1-yl)methyl)pyridin-4-amine N1C=NC2=C1C=C(C=C2)CN(C2=CC(=NC=C2)CN2CCN(CC2)C)CC2=CC(=CC=C2)OC